NC=1C(=NC(=C(N1)F)C1=CC=C(C=C1)N1CCN(CC1)C(C)C)C=1C=C2C=CNC(C2=CC1)=O 6-(3-amino-5-fluoro-6-(4-(4-isopropylpiperazin-1-yl)phenyl)pyrazin-2-yl)isoquinolin-1(2H)-one